3-(3-ethyl-4-oxo-spiro[6,8-dihydro-5H-pyrazolo[4,3-c]azepine-7,4'-tetrahydropyran]-1-yl)propyl 1H-1,2,4-triazole-3-carboxylate N1N=C(N=C1)C(=O)OCCCN1N=C(C=2C(NCC3(CCOCC3)CC21)=O)CC